NC1=CC=CC(=N1)S(=O)(=O)NC(=O)C=1C(=NC(=CC1)C1=CC(=CC(=C1)OC)OC)OC1=C(C=C(C=C1C)C)C N-[(6-Amino-2-pyridyl)sulfonyl]-6-(3,5-dimethoxyphenyl)-2-(2,4,6-trimethylphenoxy)pyridin-3-carboxamid